FC1=C2C=CNC2=CC(=C1OC=1C=C(C=CC1)C=1NC=C(N1)C(C)(O)C=1C=C(C=CC1)[C@H]1[C@@H](C1)C(=O)O)F |r| rac-(1r,2r)-2-(3-(1-(2-(3-((4,6-difluoro-1H-indol-5-yl)oxy)phenyl)-1H-imidazol-4-yl)-1-hydroxyethyl)phenyl)cyclopropane-1-carboxylic acid